C(N)(S)=S.C(C)C(C[Cu]CC(CCCC)CC)CCCC di(2-ethylhexyl)copper dithiocarbamate